ClC1=C(C(=O)NC=2C=C3C=C(N(C3=CC2)C(C)C)C(=O)NC2=C(C=C(C=C2)F)F)C=C(C=C1)CNC(C(C)C)=O 5-(2-chloro-5-(isobutyrylaminomethyl)benzoylamino)-N-(2,4-difluorophenyl)-1-isopropyl-1H-indole-2-carboxamide